Trans-2,2-dichloro-N-(4-chloro-3-(2-(cyclopropylmethyl)hydrazine-1-carbonyl)phenyl)-3-(3,5-dichlorophenyl)cyclopropane-1-carboxamide Natrium adipat C(CCCCC(=O)[O-])(=O)[O-].[Na+].ClC1([C@H]([C@@H]1C1=CC(=CC(=C1)Cl)Cl)C(=O)NC1=CC(=C(C=C1)Cl)C(=O)NNCC1CC1)Cl.[Na+]